N-(3-(dimethylcarbamoyl)-4-(trifluoromethoxy)phenyl)-4-(1H-pyrrolo[2,3-b]pyridin-5-yl)benzo[b]thiophene-2-carboxamide CN(C(=O)C=1C=C(C=CC1OC(F)(F)F)NC(=O)C1=CC2=C(S1)C=CC=C2C=2C=C1C(=NC2)NC=C1)C